CC1(CCN(CC1)C=1OC2=C(C=C(C=C2C(C1C)=O)C)[C@H](C)OC1=C(C=CC=C1)C1=CC2=C(C=NOB2O)C=C1)C 2-(4,4-dimethyl-1-piperidyl)-8-[(1S)-1-[2-(1-hydroxy-2,3,1-benzoxazaborinin-7-yl)phenoxy]ethyl]-3,6-dimethyl-chromen-4-one